Ethyl 6-((1-(cyclopropylsulfonyl)cyclopropyl)methyl)-1-(3-hydroxypropyl)-7-oxo-4,5,6,7-tetrahydro-1H-pyrazolo[3,4-c]pyridine-3-carboxylate C1(CC1)S(=O)(=O)C1(CC1)CN1C(C2=C(CC1)C(=NN2CCCO)C(=O)OCC)=O